CN1CC=2N(C3(C1)CC3)N=CC2 5'-methyl-5',6'-dihydro-4'H-spiro[cyclopropane-1,7'-pyrazolo[1,5-a]pyrazin]